2',4'-dichloro-[1,1'-biphenyl]-2-carboxylic acid methyl ester COC(=O)C=1C(=CC=CC1)C1=C(C=C(C=C1)Cl)Cl